C(C)OC=1C=C(C=C(C1C(C)O)OCC)[C@@H](C)N(C(=O)NC1(CCC1)C(=O)O)CCCCC1=CC=CC=C1 1-{[{(1R)-1-[3,5-Diethoxy-4-(1-Hydroxyethyl)Phenyl]Ethyl}(4-Phenylbutyl)Carbamoyl]Amino}Cyclobutane-1-Carboxylic Acid